(S)-2-amino-4-methoxy-5-((tetrahydrofuran-3-yl)oxy)benzoic acid methyl ester COC(C1=C(C=C(C(=C1)O[C@@H]1COCC1)OC)N)=O